C(C)N(C1=NC(=C2C=C3C(=NC(=C3C=C12)N(CC)CC)N(CC)CC)N(CC)CC)CC 1,3,5,7-Tetra(diethylamino)-2,6-diaza-s-indacene